C1=CC=CC=2C3=CC=CC=C3C(C12)COC(=O)N[C@H](C(=O)O)C(C)(C)O (S)-2-((((9H-fluoren-9-yl)methoxy)carbonyl)amino)-3-hydroxy-3-methylbutanoic acid